2,6-dimethyl-4-heptanol 4-acetate C(C)(=O)OC(CC(C)C)CC(C)C